C(C)N1C(N(C(C=2N(C(=NC12)C=1C=NN(C1)CC1=CC(=CC=C1)C(F)(F)F)C(=O)OCOP(=O)(O)O)=O)CCC)=O (phosphonooxy)methyl 3-ethyl-2,6-dioxo-1-propyl-8-(1-(3-(trifluoromethyl)benzyl)-1H-pyrazol-4-yl)-1,2,3,6-tetrahydro-7H-purine-7-carboxylate